ClC=1C=C(C=C(C1)Cl)N1CCN(CC1)S(=O)(=O)C1=CC=C(N)C=C1 4-[4-(3,5-dichlorophenyl)piperazin-1-yl]sulfonyl-aniline